N1(CCC1)C1=CC2=C(C=C(O2)C(=O)NS(=O)(=O)C2=C(C=CC=C2)OC2CC2)C(=C1)F 6-(Azetidin-1-yl)-N-[2-(cyclopropyloxy)benzene-1-sulfonyl]-4-fluoro-1-benzofuran-2-carboxamide